CC1(OB(OC1(C)C)C1=CC(=NC=C1)NC(OCCCC)=O)C butyl (4-(4,4,5,5-tetramethyl-1,3,2-dioxaborolan-2-yl)pyridin-2-yl)carbamate